O1C=C(C=C1)C=1C(=CC2=CN(N=C2C1)CCC(C)(C)O)NC(C1=CC(=CC=C1)[N+](=O)[O-])=O N-(6-(furan-3-yl)-2-(3-hydroxy-3-methylbutyl)-2H-indazol-5-yl)-3-nitrobenzamide